CC1=CC=CC(=N1)C=1N=C(SC1C1=NC2=CC=CN=C2C=C1)N 4-(6-methylpyridin-2-yl)-5-(1,5-naphthyridin-2-yl)thiazol-2-amine